2-octyldodecylbromide C(CCCCCCC)C(CBr)CCCCCCCCCC